C(C1=CC=CO1)N(C(=O)[C@@H](COC(CCC)=O)CCC)C(=O)N1C=NC=C1 |r| (2RS)-2-[furfuryl (imidazol-1-ylcarbonyl) amino-carbonyl]Pentyl-4-butanoate